C(C(C)(C)C)OC(C(C(C(=O)OCC(C)(C)C)C(C)C)(C)C(C)C)=O 2,3-diisopropyl-2-methyl-succinic acid dineopentyl ester